N-(4-(1H-indol-1-yl)-5-(trifluoromethyl)pyrimidin-2-yl)-6-methoxy-2-methyl-1,2,3,4-tetrahydroisoquinolin-7-amine N1(C=CC2=CC=CC=C12)C1=NC(=NC=C1C(F)(F)F)NC1=C(C=C2CCN(CC2=C1)C)OC